COC(C(C1=CC(=CC=C1)F)N)=O 2-Amino-2-(3-fluorophenyl)acetic acid methyl ester